The molecule is a member of the class of furans that is 2-furylmethylamine substituted at position 4 by a diphosphooxymethyl group. It has a role as a bacterial metabolite. It is a member of furans, an organic diphosphate and a primary amino compound. It is a conjugate acid of a [5-(ammoniomethyl)-3-furyl]methyl diphosphate(2-). C1=C(OC=C1COP(=O)(O)OP(=O)(O)O)CN